diazacyclohexane-1-ium [NH2+]1NCCCC1